C(C)(C)(C)OC(=O)N1C[C@@H](CC1)N(CCCCCC1=CC=C2CCCN(C2=N1)C(=O)OC(C)(C)C)C(C)(C)C tert-butyl (R)-7-(5-((1-(tert-butoxycarbonyl)pyrrolidin-3-yl)(tert-butyl)amino)pentyl)-3,4-dihydro-1,8-naphthyridine-1(2H)-carboxylate